CN(C(OC(C)(C)C)=O)CC1NC(C2=CC=C(C=C2C1)B1OC(C(O1)(C)C)(C)C)=O tert-butyl methyl((1-oxo-6-(4,4,5,5-tetramethyl-1,3,2-dioxaborolan-2-yl)-1,2,3,4-tetrahydroisoquinolin-3-yl)methyl)carbamate